P(CCC(=O)O)(CCC(=O)O)CCC(=O)O 3,3',3''-phosphanetriyltripropanoic acid